(S)-2-amino-3-(4-(5-(4-(benzyloxy)phenyl)-1,2,4-oxadiazol-3-yl)phenyl)propanoic acid N[C@H](C(=O)O)CC1=CC=C(C=C1)C1=NOC(=N1)C1=CC=C(C=C1)OCC1=CC=CC=C1